CC(C)(CCC)O 2-methyl-2-pentanol